CN(C)CC1=C(C=CC(=N1)NC=1C=CC(=C2CNC(C12)=O)C1=CN=C2N1C=CC(=C2)F)[C@@H]2C[C@H](CC2)O 7-((6-((dimethylamino)methyl)-5-((1S,3S)-3-hydroxycyclopentyl)pyridin-2-yl)amino)-4-(7-fluoroimidazo[1,2-a]pyridin-3-yl)isoindolin-1-one